(2S)-2-(4-Methylcyclohexyl)-2-{[methyl-(1-oxothian-4-yl)-carbamoyl]amino}-N-(2-oxospiro[1H-pyrrolo[3,2-c]pyridine-3,4'-oxane]-6-yl)acetamide CC1CCC(CC1)[C@@H](C(=O)NC1=CC2=C(C=N1)C1(CCOCC1)C(N2)=O)NC(N(C2CCS(CC2)=O)C)=O